C(C)(C)(C)OC(=O)N1C2C=CCC1C=CC2 9-tert-butyloxycarbonyl-9-azabicyclo[3.3.1]nona-2,6-diene